1-[2-(3-methoxy-5-methyl-pyrazol-1-yl)-6-[5-[(6-methylpyridazin-3-yl)amino]benzimidazol-1-yl]-3-pyridinyl]ethanol COC1=NN(C(=C1)C)C1=NC(=CC=C1C(C)O)N1C=NC2=C1C=CC(=C2)NC=2N=NC(=CC2)C